OCCOC=1N=CC(=NC1)N1C=C(C(C2=CC=CC=C12)=O)C(=O)O 1-[5-(2-hydroxyethoxy)pyrazin-2-yl]4-oxoquinoline-3-Carboxylic acid